p-aminoPhenylglycine (S)-quinuclidin-3-yl-(6'-(3-isopropoxyphenyl)-3',4'-dihydro-1'H-spiro[cyclopropane-1,2'-naphthalen]-1'-yl)carbamate N12CC(C(CC1)CC2)N(C(O)=O)[C@H]2C1(CCC3=CC(=CC=C23)C2=CC(=CC=C2)OC(C)C)CC1.NC1=CC=C(C(N)C(=O)O)C=C1